C1=CC(=CC=2C34CC=CC=C3C(=CC12)NCC4)C(=O)N 9,4b-(epiminoethano)phenanthrene-3-carboxamide